BrC=1C=C2C(=C(C=NC2=CC1F)[N+](=O)[O-])C1(CC(C1)C1=C(C=CC=C1)F)C(=O)OC methyl 1-(6-bromo-7-fluoro-3-nitroquinolin-4-yl)-3-(2-fluorophenyl)cyclobutane-1-carboxylate